N-[4-(5-{1-[(6,7-dimethoxy-2-methylquinazolin-4-yl)amino]ethyl}thiophen-2-yl)benzyl]methanesulfonamide COC=1C=C2C(=NC(=NC2=CC1OC)C)NC(C)C1=CC=C(S1)C1=CC=C(CNS(=O)(=O)C)C=C1